C(C)(C)(C)OC(=O)N1CC([C@@H](C1)F)[C@H]1N=C(C2=CC=CC=C2C1)C1=CC=C(C=C1)F (3S,4S)-1-(tert-butoxycarbonyl)-4-fluoropyrrolidin-3-yl-(S)-1-(4-fluorophenyl)-3,4-dihydroisoquinoline